C(C(C)C)N1C(CNCC1)C(C)C 4-isobutyl-3-isopropylpiperazin